3,3-difluoro-1-oxaspiro[3.5]nonan-7-amine 2,2,2-trifluoroacetate FC(C(=O)O)(F)F.FC1(COC12CCC(CC2)N)F